ClC1=CC(=C2C=NNC2=C1)C1(C[C@H]2C([C@H]2C1)NC(=O)C1=CNC=C1C1=C(C=CC=C1)OC)O N-((1R,3r,5S,6r)-3-(6-chloro-1H-indazol-4-yl)-3-hydroxybicyclo[3.1.0]hexan-6-yl)-4-(2-methoxyphenyl)-1H-pyrrole-3-carboxamide